2-(2-(1-(Cyclopropylsulfonyl)-1H-pyrazol-4-yl)pyrimidin-4-yl)-N4-((1s,4s)-4-((dimethylamino)methyl)cyclohexyl)-5-(4,5,6,7-tetrahydropyrazolo[1,5-a]pyridin-2-yl)pyridine-2,4-diamine C1(CC1)S(=O)(=O)N1N=CC(=C1)C1=NC=CC(=N1)C1(NC=C(C(=C1)NC1CCC(CC1)CN(C)C)C1=NN2C(CCCC2)=C1)N